C(C1=CC=CC=C1)NC1(C(C=CC=C1)C)C#N 2-benzylamino-2-toluonitrile